methyl (S)-4-(5,5-difluoro-7-((5,6,7,8-tetrahydro-1,8-naphthyridin-2-yl)methyl)-2,7-diazaspiro[3.5]nonan-2-yl)-3-(5-(3,5-dimethyl-1H-pyrazol-1-yl)-2-fluorophenyl)butanoate FC1(C2(CN(C2)C[C@@H](CC(=O)OC)C2=C(C=CC(=C2)N2N=C(C=C2C)C)F)CCN(C1)CC1=NC=2NCCCC2C=C1)F